FC(C1=CC=C(C=N1)COC1=CC=C(N=N1)C1(CC1)C(=O)O)F 1-(6-{[6-(difluoromethyl)pyridin-3-yl]methoxy}pyridazin-3-yl)cyclopropane-1-carboxylic acid